CN1C(=C(C2=CC=CC=C12)C1=NC(=NC=C1)NC1=C(C=C(C(=C1)[N+](=O)[O-])F)OC)C 4-(1,2-dimethyl-1H-indol-3-yl)-N-(4-fluoro-2-methoxy-5-nitrophenyl)-pyrimidin-2-ylamine